COC1=CC=C(C=C1)N(S(=O)(=O)C1=CC=C(C=C1)C)C=C=C N-(4-methoxyphenyl)-4-methyl-N-allenylbenzenesulfonamide